2-[4-ethyl-1-(6-methylpyridin-2-yl)-1H-pyrazol-5-yl]thieno[3,2-c]pyridine C(C)C=1C=NN(C1C1=CC=2C=NC=CC2S1)C1=NC(=CC=C1)C